1-((2-(2-morpholinoethoxy)ethoxy)carbonyl)-3-(trifluoromethyl)-5,6-dihydroimidazo[1,5-a]pyrazin O1CCN(CC1)CCOCCOC(=O)C=1N=C(N2C1C=NCC2)C(F)(F)F